2',3-dichloro-3'-fluoro-4-((1S,2S)-2-(5-fluoropyridin-3-yl)cyclopropyl)-5',6-dimethyl-2H-[1,4'-bipyridin]-2-one ClC1=NC=C(C(=C1F)N1C(C(=C(C=C1C)[C@@H]1[C@H](C1)C=1C=NC=C(C1)F)Cl)=O)C